(Z)-4-(1-(4-amino-2-fluoro-but-2-en-1-yl)-2-(trifluoromethyl)-1H-benzo[d]imidazol-4-yl)-N,N-dimethylbenzenesulfonamide hydrochloride Cl.NC\C=C(\CN1C(=NC2=C1C=CC=C2C2=CC=C(C=C2)S(=O)(=O)N(C)C)C(F)(F)F)/F